FC=1C=C(C(=O)NCC2CCC(CC2)N2N=C3C=C(C=CC3=C2)F)C=C(C1OCC1=CC=C(C=C1)OC)F 3,5-difluoro-N-{[(1r,4r)-4-(6-fluoro-2H-indazol-2-yl)cyclohexyl]methyl}-4-[(4-methoxyphenyl)methoxy]benzamide